ClC1=C(C(=CC=2C3=C(C(=NC12)C=1OC=CC1)CN([C@H]3C)C(CO)=O)OC)Cl (S)-1-(6,7-dichloro-4-(furan-2-yl)-8-methoxy-1-methyl-1,3-dihydro-2H-pyrrolo[3,4-c]quinolin-2-yl)-2-hydroxyethan-1-one